1-(2-(phenylethynyl)phenyl)prop-2-en-1-one C1(=CC=CC=C1)C#CC1=C(C=CC=C1)C(C=C)=O